tri(butoxyethyl)glycerol C(CCC)OCCC(C(O)(CCOCCCC)CCOCCCC)(O)CO